p-methylsulfonyl-phenyl-seryl-amino alcohol CS(=O)(=O)C1=CC=C(C=C1)N[C@@H](CO)C(=O)NO